[Si](C1=CC=CC=C1)(C1=CC=CC=C1)(C(C)(C)C)O[C@H]1[C@H]2[C@@H](N([C@@H](C1)C2)C(=O)C2(CC2)F)C#C ((1R,3R,4R,5R)-5-((tert-butyldiphenylsilyl)oxy)-3-ethynyl-2-azabicyclo[2.2.1]heptan-2-yl)(1-fluorocyclopropyl)methanone